NCC=1C=NC(=NC1)C1=C(C=C(C#N)C=C1)OC1=C2C(=NN1C)CCC2 4-[5-(aminomethyl)pyrimidin-2-yl]-3-[(2-methyl-5,6-dihydro-4H-cyclopenta[c]pyrazol-3-yl)oxy]benzonitrile